FC=1C=CC(=C2CC[C@H](C12)OC1=CC=C(C=C1)[C@H](CC(=O)O)C#CC)C1=NC=C(C=C1)OCC1(COC1)C (S)-3-(4-(((R)-7-fluoro-4-(5-((3-methyl-oxetan-3-yl)methoxy)pyridin-2-yl)-2,3-dihydro-1H-inden-1-yl)oxy)phenyl)hex-4-ynoic acid